F[C@@H]1C(NC(C[C@@H]1NC(OC(C)(C)C)=O)(C)C)(C)C tert-butyl ((3S,4S)-3-fluoro-2,2,6,6-tetramethylpiperidin-4-yl)carbamate